2-(5-chloro-2-methoxypyridin-4-yl)-1-((3s,5s)-5,7'-dimethyl-6'-(pyrimidin-2-yl)-3',4'-dihydro-1'h-spiro[pyrrolidin-3,2'-[1,8]naphthyridin]-1-yl)propan-1-one ClC=1C(=CC(=NC1)OC)C(C(=O)N1C[C@@]2(NC3=NC(=C(C=C3CC2)C2=NC=CC=N2)C)C[C@@H]1C)C